tert-butylperoxy-3,5,5-trimethylhexanate C(C)(C)(C)OOC(C(=O)[O-])C(CC(C)(C)C)C